2-[3-chloro-5-(methoxymethoxy)-2-(trifluoromethyl)phenyl]-4,4,5,5-tetramethyl-1,3,2-dioxaborolane ClC=1C(=C(C=C(C1)OCOC)B1OC(C(O1)(C)C)(C)C)C(F)(F)F